2-(2-hydroxybenzylideneamino)phenol OC1=C(C=NC2=C(C=CC=C2)O)C=CC=C1